ClCC=1N=CC(=NC1)NC1C(NC(CC1)=O)=O 3-((5-(Chloromethyl)pyrazin-2-yl)amino)piperidine-2,6-dione